4-(methylamino)piperidin-2-one CNC1CC(NCC1)=O